(4-((4-methoxybenzyl)oxy)-3-methyl-5-(trifluoromethyl)phenyl)-1,2,4-oxadiazole-5-carboxylic acid ethyl ester C(C)OC(=O)C1=NC(=NO1)C1=CC(=C(C(=C1)C(F)(F)F)OCC1=CC=C(C=C1)OC)C